di(3,4-dicarboxyphenyl) ketone C(=O)(O)C=1C=C(C=CC1C(=O)O)C(=O)C1=CC(=C(C=C1)C(=O)O)C(=O)O